(5-(7-(1-methyl-1H-pyrazol-4-yl)quinazolin-5-yl)pyridin-2-yl)piperazine-1-carboxylic acid tert-butyl ester C(C)(C)(C)OC(=O)N1C(CNCC1)C1=NC=C(C=C1)C1=C2C=NC=NC2=CC(=C1)C=1C=NN(C1)C